azidopropylguanidine N(=[N+]=[N-])CCCNC(=N)N